NC1=C(C=C(C=N1)NC(C(=O)N1[C@H](C[C@H]([C@H](C1)C)C)C1=CC=CC=C1)=O)C (6-amino-5-methyl-3-pyridyl)-2-[(2R,4R,5R)-4,5-dimethyl-2-phenyl-1-piperidyl]-2-oxo-acetamide